(3-chloro-2,4-dimethyl-5,7-dihydropyrrolo[3,4-b]pyridin-6-yl)-[(3R)-[2-(difluoromethyl)-4-pyridyl]pyrrolidin-3-yl]methanone ClC=1C(=C2C(=NC1C)CN(C2)C(=O)[C@H]2CN(CC2)C2=CC(=NC=C2)C(F)F)C